4-methylpyridine-2,3,4-triamine CC1(C(C(=NC=C1)N)N)N